4-((4-(thien-2-yl)-6-(trifluoromethyl)pyrimidin-2-yl)sulfinyl)butanoic acid methyl ester COC(CCCS(=O)C1=NC(=CC(=N1)C=1SC=CC1)C(F)(F)F)=O